ioDomethane IC